4-(4-(2-Cyanoethyl)piperazin-1-yl)-N-iso-pentyl-1H-benzo[d]imidazole-1-carboxamide C(#N)CCN1CCN(CC1)C1=CC=CC=2N(C=NC21)C(=O)NCCC(C)C